3-[5-[(3R)-3-[(2,5,7-trimethyl-[1,2,4]triazolo[1,5-a]pyrimidin-6-yl)oxy]pyrrolidin-1-yl]pyrimidin-2-yl]bicyclo[1.1.1]pentane-1-carboxylic acid CC1=NN2C(N=C(C(=C2C)O[C@H]2CN(CC2)C=2C=NC(=NC2)C23CC(C2)(C3)C(=O)O)C)=N1